Bis[[(α,α-dimethyl-3,5-dimethoxybenzyl)oxy]carbonyl]phenylenediamine CC(C1=CC(=CC(=C1)OC)OC)(C)OC(=O)NC1=C(C=CC=C1)NC(=O)OC(C1=CC(=CC(=C1)OC)OC)(C)C